C(CCC)(=O)O[C@H]1[C@@H](OC([C@@H]([C@@H]1OC(CCC)=O)OC(CCC)=O)O)C [(2S,3S,4R,5R)-4,5-di(butanoyloxy)-6-hydroxy-2-methyltetrahydropyran-3-yl] butanoate